2-(benzylthio)-3-methoxy-6-(4-methoxy-4-methylpiperidin-1-yl)pyridine C(C1=CC=CC=C1)SC1=NC(=CC=C1OC)N1CCC(CC1)(C)OC